(2R,3S,5R)-5-(6-amino-2-fluoro-9H-purin-9-yl)-2-ethynyl-2-((undecanoyloxy) methyl)tetrahydro-furan-3-yl undecanoate C(CCCCCCCCCC)(=O)O[C@@H]1[C@](O[C@H](C1)N1C2=NC(=NC(=C2N=C1)N)F)(COC(CCCCCCCCCC)=O)C#C